5,5,8,8-tetramethyl-5,6,7,8-tetrahydronaphtho[2,3-b]thiophene-3-thiol CC1(C2=CC3=C(SC=C3S)C=C2C(CC1)(C)C)C